FC=1C(=C(C=CC1)C=1C=NC=2N(N1)C=C(N2)COC2=NC=CC=C2)C 2-(3-fluoro-2-methyl-phenyl)-6-(2-pyridyloxymethyl)imidazo[1,2-b][1,2,4]triazine